C(C)(C)(C)OC(NCCCCN1C2=NC(=NC(=C2N=C1C)N)OCCCC)=O 4-(6-amino-2-butoxy-8-methyl-9H-purin-9-yl)butylcarbamic acid tert-butyl ester